FC(OC1=CC=C(C=C1)N1N=C(C(C1=O)C(=O)NC=1C=C2C=CNC2=CC1)C)F 1-[4-(difluoromethoxy)phenyl]-N-(1H-indol-5-yl)-3-methyl-5-oxo-4H-pyrazole-4-carboxamide